ClC=1C=C2C(=C(NC2=CC1)C(=O)O)CC(=O)N1CCN(CC1)C1=C(C=CC=C1C)Cl 5-chloro-3-(2-(4-(2-chloro-6-methylphenyl)piperazin-1-yl)-2-oxoethyl)-1H-indole-2-carboxylic acid